ClCC(CC(=O)OC(C)(C)C)=O tert-butyl 4-chloro-3-oxobutanoate